FC(C(=O)O)(F)F.OC1(CCNCC1)CN1C=NC2=C(C1=O)C=CN2C2=CC(=CC=C2)N2CCN(CC2)C 3-((4-hydroxypiperidin-4-yl)methyl)-7-(3-(4-methylpiperazin-1-yl)phenyl)-3H-pyrrolo[2,3-d]pyrimidin-4(7H)-one, Trifluoroacetic acid salt